C(CCC)C(C(C(=O)[O-])(CCCC)CCCC)CCCC(C)(C)C.[Sn+4].C(CCC)C(C(C(=O)[O-])(CCCC)CCCC)CCCC(C)(C)C.C(CCC)C(C(C(=O)[O-])(CCCC)CCCC)CCCC(C)(C)C.C(CCC)C(C(C(=O)[O-])(CCCC)CCCC)CCCC(C)(C)C tin tri-n-butylneodecanoate